NN1C(=NC=2N(C(=NC2C1=O)OCC1=CC=CC=C1)[C@@H]1O[C@@H]([C@@H]([C@H]1O)O)CO)N 1,2-diamino-8-(benzyloxy)-9-((2r,3r,4r,5r)-3,4-dihydroxy-5-(hydroxymethyl)tetrahydrofuran-2-yl)-1,9-dihydro-6H-purin-6-one